(S,E)-4-(cyclohexyloxy)-2-cyclopentyl-N-(4-(methylsulfonyl)but-3-en-2-yl)pyrimidine-5-carboxamide C1(CCCCC1)OC1=NC(=NC=C1C(=O)N[C@@H](C)\C=C\S(=O)(=O)C)C1CCCC1